COC=1C=C2C=CN=C(C2=CC1)NC1CC2(CC(C2)OC2=C(C(=O)N)C=CC=N2)C1 2-(((2S,4s,6S)-6-((6-methoxyisoquinolin-1-yl)amino)spiro[3.3]heptan-2-yl)oxy)nicotinamide